C(=O)(OCC1C2=CC=CC=C2C2=CC=CC=C12)N(CC(=O)O)CCC(C(=O)OC(C)(C)C)N Fmoc-N-(3-Boc-aminopropyl)-glycine